ethyl (S)-2-chloro-4-((tetrahydro-2H-pyran-3-yl)amino)pyrimidine-5-carboxylate ClC1=NC=C(C(=N1)N[C@@H]1COCCC1)C(=O)OCC